NC[C@H]1CN(C[C@H]1F)C1=NC=CC(=N1)NC1=NNC(=C1)C1CC1 2-[(3S,4S)-3-(aminomethyl)-4-fluoro-pyrrolidin-1-yl]-N-(5-cyclopropyl-1H-pyrazol-3-yl)pyrimidin-4-amine